tertbutyl (2S)-3-methyl-2-[methyl-[3-(3,3,3-trifluoroprop-1-ynyl)azetidine-1-carbonyl]amino]butanoate CC([C@@H](C(=O)OC(C)(C)C)N(C(=O)N1CC(C1)C#CC(F)(F)F)C)C